N-((3R,4S)-4-((6-(2,6-dichloro-3,5-dimethoxyphenyl)-8-((methyl-d3)amino)pyrido[3,4-d]pyrimidin-2-yl)amino)tetrahydrofuran-3-yl)acrylamide ClC1=C(C(=C(C=C1OC)OC)Cl)C1=CC2=C(N=C(N=C2)N[C@H]2[C@H](COC2)NC(C=C)=O)C(=N1)NC([2H])([2H])[2H]